[Sn].[Mn].[Ni].[Cu] copper nickel manganese tin